(S)-N-(6-cyano-1-(5-fluoropyridin-2-yl)-1H-benzo[d]imidazol-2-yl)-3-hydroxy-3-phenylbutanamide C(#N)C=1C=CC2=C(N(C(=N2)NC(C[C@@](C)(C2=CC=CC=C2)O)=O)C2=NC=C(C=C2)F)C1